3-bromo-1-naphthonitrile BrC=1C=C(C2=CC=CC=C2C1)C#N